ON1C(CC2=CC(=CC=C12)C(=N)N)=O hydroxy-2-oxo-2,3-dihydro-1H-indole-5-carboxamidine